C(\C=C/C(=O)O)(=O)O.C(C)C1=CN=CC(=N1)NC1=NC=CC(=C1)COC1=CC=C(C2=CC=CC=C12)NC(N)=O 3-(4-((2-((6-ethylpyrazin-2-yl)amino)pyridin-4-yl)methoxy)naphthalen-1-yl)urea maleate